fmoc-cystein C(=O)(OCC1C2=CC=CC=C2C2=CC=CC=C12)N[C@@H](CS)C(=O)O